2-(2-Cyclopropylpyridin-3-yl)-2-((R)-3-(4-(4-methoxy-5,6,7,8-tetrahydro-1,8-naphthyridin-2-yl)butoxy)pyrrolidin-1-yl)acetic acid C1(CC1)C1=NC=CC=C1C(C(=O)O)N1C[C@@H](CC1)OCCCCC1=NC=2NCCCC2C(=C1)OC